5-[[(2R)-2-Hydroxypropyl]amino]-6-(1-methylbenzimidazol-4-yl)-3-(4-morpholinoanilino)pyrazine-2-carboxamide O[C@@H](CNC=1N=C(C(=NC1C1=CC=CC=2N(C=NC21)C)C(=O)N)NC2=CC=C(C=C2)N2CCOCC2)C